(3R)-N-(4-oxazolo[5,4-b]pyridin-2-ylphenyl)-1,1-dioxo-thiolane-3-carboxamide N1=C(OC2=NC=CC=C21)C2=CC=C(C=C2)NC(=O)[C@@H]2CS(CC2)(=O)=O